3-methyl-6-(1-methylethenyl)-2-cyclohexen-1-ol CC1=CC(C(CC1)C(=C)C)O